4,7-difluoroisoquinolin-1(2H)-one FC1=CNC(C2=CC(=CC=C12)F)=O